C(C)C(C(=O)[O-])(C1=C(C(=CC=C1)C)C1CCC(CC1)OC)N(C)CC[C@@H](CCN1CC(CC1)(C)C)C1=C(C=CC(=C1)Cl)C.N[C@@H](CCSC)C(=O)N[C@@H](CCSC)C(=O)O.[K+] potassium methionyl-methionine ethyl-2-(((R)-3-(5-chloro-2-methylphenyl)-5-(3,3-dimethylpyrrolidin-1-yl)pentyl)(methyl)amino)-2-(2-((1r,4R)-4-methoxycyclohexyl)-3-methyl-phenyl)acetate